4-{[5-cyclopropyl-1-(oxan-2-yl)-1H-pyrazol-3-yl]amino}-2-fluoro-5-methoxybenzonitrile C1(CC1)C1=CC(=NN1C1OCCCC1)NC1=CC(=C(C#N)C=C1OC)F